CN(C=1SC2=C(N1)SC(=N2)C2=NC=C(C=C2O)C=2C=NNC2)C2CC(NC(C2)(C)C)(C)C 2-{5-[Methyl(2,2,6,6-tetramethylpiperidin-4-yl)amino][1,3]thiazolo[5,4-d][1,3]thiazol-2-yl}-5-(1H-pyrazol-4-yl)pyridin-3-ol